(2S,4R)-4-fluoro-N-[(S)-[6-fluoro-5-(propan-2-yl)pyridin-2-yl](phenyl)methyl]-1-[2-(4H-1,2,4-triazol-4-yl)acetyl]pyrrolidine-2-carboxamide F[C@@H]1C[C@H](N(C1)C(CN1C=NN=C1)=O)C(=O)N[C@@H](C1=CC=CC=C1)C1=NC(=C(C=C1)C(C)C)F